5-hydroxy-3,4-dihydroquinolin-2(1H)-one OC1=C2CCC(NC2=CC=C1)=O